2-((5-chloro-2-((2-methoxy-4-(piperazin-1-yl)phenyl)amino)pyrimidin-4-yl)amino)-N-methylbenzamide ClC=1C(=NC(=NC1)NC1=C(C=C(C=C1)N1CCNCC1)OC)NC1=C(C(=O)NC)C=CC=C1